2-(9-Benzyl-6-(1-methylcyclopropoxy)-9H-purin-8-yl)-5-(2-(piperazin-1-yl)ethoxy)benzonitrile, hydrochloride salt Cl.C(C1=CC=CC=C1)N1C2=NC=NC(=C2N=C1C1=C(C#N)C=C(C=C1)OCCN1CCNCC1)OC1(CC1)C